5-((4-(4-bromophenyl)piperidin-1-yl)methyl)-2-(2,4-dioxotetrahydropyrimidin-1(2H)-yl)isoindoline-1,3-dione BrC1=CC=C(C=C1)C1CCN(CC1)CC=1C=C2C(N(C(C2=CC1)=O)N1C(NC(CC1)=O)=O)=O